C(C)C=1C=CC(=NC1)N1C=C(C(C2=CC(=C(C(=C12)Cl)NC1CCCC1)F)=O)C(=O)O 1-(5-ethyl-2-pyridyl)-8-chloro-6-fluoro-1,4-dihydro-7-cyclopentylamino-4-oxo-3-quinolinecarboxylic acid